6-(2-fluorophenyl)-8-(trifluoromethylsulfanyl)-4H-pyrazolo[1,5-a][1,4]benzodiazepine-2-carboxylic acid FC1=C(C=CC=C1)C1=NCC=2N(C3=C1C=C(C=C3)SC(F)(F)F)N=C(C2)C(=O)O